O1CC(C1)OC=1C=C(N=NC1)C#N 5-(Oxetan-3-yloxy)pyridazine-3-carbonitrile